FC(COC1=C(C=C(C(=N1)OC)NS(=O)(=O)C1=CN=C2N1CCC(C2)OC)F)F N-[6-(2,2-difluoroethoxy)-5-fluoro-2-methoxy-3-pyridyl]-7-methoxy-5,6,7,8-tetrahydroimidazo[1,2-a]pyridine-3-sulfonamide